7H,8H,9H,10H-cyclohepta[b]indole C=1C2=C3C(N=C2C=CC1)=CCCCC3